3-methylenedioxybenzoyl-oxygen sulfur [S].C1OC=2C=C(C(=O)[O])C=CC2O1